ClC=1C=CC(=C(C(=O)NCCCCCCCC(=O)O)C1)O.N1CCOCC1 morpholine 8-(5-chloro-2-hydroxybenzoamido)octanoate